(S)-methyl 2-(3-(2-(3-fluoroazetidin-1-yl) ethyl)-4,5-dimethyl-6-oxopyridazin-1(6H)-yl)-4-methylpentanoate FC1CN(C1)CCC1=NN(C(C(=C1C)C)=O)[C@H](C(=O)OC)CC(C)C